C(C1=CC=CC=C1)N1[C@@H](CCC1)COC=1N=C(C2=C(N1)CN(CC2)C2=CC=CC1=CC=CC(=C21)C)N2C[C@@H](N(CC2)C(C(=C)F)=O)CC#N 2-((S)-4-(2-(((S)-1-benzylpyrrolidin-2-yl)methoxy)-7-(8-methylnaphthalen-1-yl)-5,6,7,8-tetrahydropyrido[3,4-d]pyrimidin-4-yl)-1-(2-fluoroacryloyl)piperazin-2-yl)acetonitrile